O[C@H]1C[C@H]2C[C@H]([C@H]3[C@@H]4CC[C@H]([C@@H](CCC(C(=C)C)O)C)[C@]4([C@H](C[C@@H]3[C@]2(CC1)C)O)C)O 3α,7α,12α,24-tetrahydroxy-5β-Cholest-25-ene